N-(2-(2-isopropyl-5-methylphenoxy)phenyl)-1,3-dimethyl-1H-pyrazole-4-carboxamide C(C)(C)C1=C(OC2=C(C=CC=C2)NC(=O)C=2C(=NN(C2)C)C)C=C(C=C1)C